(5-(6-phenoxy-1H-benzo[d]imidazol-2-yl)-1H-pyrrol-3-yl)(2-(trifluoromethyl)phenyl)methanone O(C1=CC=CC=C1)C=1C=CC2=C(NC(=N2)C2=CC(=CN2)C(=O)C2=C(C=CC=C2)C(F)(F)F)C1